CP(N1C=CN2C1=NC=C2)C 7-dimethylphosphinoimidazo[1,2-a]imidazole